OC=1C(=C(C=CC1)B(O)O)C(F)(F)F 3-HYDROXY-2-(TRIFLUOROMETHYL)PHENYLBORONIC ACID